phenyl (2,4-difluorophenyl) disulfide FC1=C(C=CC(=C1)F)SSC1=CC=CC=C1